bis(trimethylsilyl)amide Sodium [Na+].C[Si](C)(C)[N-][Si](C)(C)C